lithium 4-fluoro-1-(tetrahydro-2H-pyran-2-yl)-1H-pyrazole-5-sulfinate FC=1C=NN(C1S(=O)[O-])C1OCCCC1.[Li+]